N1CC(C1)CN1C(C=NC2=CC(=C(C=C12)F)C1=CC(=CC2=CC=CC=C12)O)=O 1-(azetidin-3-ylmethyl)-7-fluoro-6-(3-hydroxynaphthalen-1-yl)quinoxalin-2(1H)-one